1-((S)-5-((1s,4s)-4-(3-bromo-2-methylphenoxy)cyclohexyl)pentan-2-yl)piperazine BrC=1C(=C(OC2CCC(CC2)CCC[C@H](C)N2CCNCC2)C=CC1)C